N-(4-((R)-3-((R) or (S)-2-(3-chlorophenyl)morpholino)-2-hydroxypropoxy)phenyl)-N-methylmethanesulfonamide ClC=1C=C(C=CC1)[C@H]1OCCN(C1)C[C@H](COC1=CC=C(C=C1)N(S(=O)(=O)C)C)O |o1:7|